2,6-dimethylhepta-2,5-diene CC(C)=CCC=C(C)C